C(C)(C)[C@H]1CN(CCN1C=1C=NC(=CC1)[N+](=O)[O-])C(=O)OC(C)(C)C tert-butyl (S)-3-isopropyl-4-(6-nitropyridin-3-yl)piperazine-1-carboxylate